P(=O)(OC1=CC=CC=C1)(OCCCCCCCCCCCCCCCC)[O-] phenyl hexadecyl phosphate